6-((5-Azaspiro[2.4]heptan-5-yl)methyl)-2-(6-hydroxy-4-(1-methyl-4-(4-methyl-4H-1,2,4-triazol-3-yl)-1H-pyrazol-5-yl)pyridin-2-yl)-4-(trifluoromethyl)isoindolin-1-one C1CC12CN(CC2)CC2=CC(=C1CN(C(C1=C2)=O)C2=NC(=CC(=C2)C2=C(C=NN2C)C2=NN=CN2C)O)C(F)(F)F